pentafluorophenyl diphenylphosphite C1(=CC=CC=C1)P(OC1=C(C(=C(C(=C1F)F)F)F)F)([O-])([O-])C1=CC=CC=C1